N-(4-(2-(((1S,4S)-4-(dimethylamino)-3-fluorocyclohexyl)amino)-8-ethyl-quinazolin-6-yl)-2-fluorophenyl)-2,2-difluorobutane-1-sulfonamide CN([C@@H]1C(C[C@H](CC1)NC1=NC2=C(C=C(C=C2C=N1)C1=CC(=C(C=C1)NS(=O)(=O)CC(CC)(F)F)F)CC)F)C